CC(=CC1=NNC2=NC(=CN=C21)N2CCC1(CC2)[C@@H](C=2C(=NC=CC2)C1)N)C (S)-1'-(3-(2-methylpropan-1-en-1-yl)-1H-pyrazolo[3,4-b]pyrazin-6-yl)-5,7-dihydrospiro[cyclopenta[b]pyridine-6,4'-piperidine]-5-amine